bicyclo[4.4.0]dec-5-ene C12CCCC=C2CCCC1